3-(N-(3,3-difluorocyclobutyl)-N-methylsulfamoyl)benzoic acid FC1(CC(C1)N(S(=O)(=O)C=1C=C(C(=O)O)C=CC1)C)F